4,4'-sulfonyl-dibenzoyl chloride S(=O)(=O)(C1=CC=C(C(=O)Cl)C=C1)C1=CC=C(C(=O)Cl)C=C1